(S)-4-(4-aminobenzyl)-1,3-oxazolidine-2-one NC1=CC=C(C[C@@H]2NC(OC2)=O)C=C1